ethyl (2E,7aS)-2-ethylidene-5-oxotetrahydro-1H-pyrrolizine-7a(5H)-carboxylate C(/C)=C\1/C[C@@]2(CCC(N2C1)=O)C(=O)OCC